C(C)C=1C=CC=C2C=CC=C(C12)N1CC=2N=C(N=C(C2CC1)N1CC2(CC(N2)=O)CCC1)OCC12CCCN2CCC1 6-(7-(8-ethylnaphthalen-1-yl)-2-((hexahydro-1H-pyrrolizin-7a-yl)methoxy)-5,6,7,8-tetrahydropyrido[3,4-d]pyrimidin-4-yl)-1,6-diazaspiro[3.5]nonan-2-one